4-[5-(2-amino-1-hydroxyethyl)-1,3-thiazol-2-yl]-3-(2-methyl-6-phenylpyrimidin-4-yl)oxybenzonitrile NCC(O)C1=CN=C(S1)C1=C(C=C(C#N)C=C1)OC1=NC(=NC(=C1)C1=CC=CC=C1)C